Bis-(tri-t-butylphosphine) palladium (0) [Pd].C(C)(C)(C)P(C(C)(C)C)C(C)(C)C.C(C)(C)(C)P(C(C)(C)C)C(C)(C)C